FC1(C(C1)CS(=O)(=O)NC1=C(C(=C(C=C1F)OC1=NC=CC=C1C1=NC(=NC=C1)N[C@@H]1CNC[C@H](C1)F)F)F)F 1-(2,2-difluorocyclopropyl)-N-(2,3,6-trifluoro-4-((3-(2-(((3S,5S)-5-fluoropiperidin-3-yl)amino)pyrimidin-4-yl)pyridin-2-yl)oxy)phenyl)methanesulfonamide